2-chloro-5-ethyl-4-((4-methoxybenzyl)oxy)pyrimidine ClC1=NC=C(C(=N1)OCC1=CC=C(C=C1)OC)CC